(R)-N-(2-chloro-3-methyl-4-(N-(1-(piperidin-4-yl)ethyl)sulfamoyl)phenyl)-2-methylbenzamide hydrochloride Cl.ClC1=C(C=CC(=C1C)S(N[C@H](C)C1CCNCC1)(=O)=O)NC(C1=C(C=CC=C1)C)=O